1-(4-Trifluoromethoxybenzyl)pseudouridine FC(OC1=CC=C(CN2C=C([C@H]3[C@H](O)[C@H](O)[C@@H](CO)O3)C(NC2=O)=O)C=C1)(F)F